pyrazinonaphthyridinedione N=1C(C(N=C2C1C=C1C=CC=NC1=N2)=O)=O